2-methylpyridin-4-ol CC1=NC=CC(=C1)O